C(C)OC(=O)[C@H]1C[C@H]([C@H](C1)OC(C)C)O |r| (+-)-(1S,3R,4S)-3-hydroxy-4-isopropoxycyclopentane-1-carboxylic acid ethyl ester